2,4,6-trimethyl-N-[2-(2-methylphenyl)ethyl]benzene-1-sulfonamide CC1=C(C(=CC(=C1)C)C)S(=O)(=O)NCCC1=C(C=CC=C1)C